Methyl 5-((3-((tert-butoxycarbonyl)amino)propyl)carbamoyl)-2-(2-(4-fluorophenyl)butanamido)-4-methylthiophene-3-carboxylate C(C)(C)(C)OC(=O)NCCCNC(=O)C1=C(C(=C(S1)NC(C(CC)C1=CC=C(C=C1)F)=O)C(=O)OC)C